3-allyl-6-nonyl-3,4-dihydro-2H-benzo[e][1,3]oxazine C(C=C)N1COC2=C(C1)C=C(C=C2)CCCCCCCCC